(isopropyl)benzylidenethiosemicarbazide C(C)(C)N(N=CC1=CC=CC=C1)C(=S)N